methyl-2,3-dihydropyrrole CC1NC=CC1